2-cyclopropyl-N-methoxy-N-methyl-acetamide C1(CC1)CC(=O)N(C)OC